5-(2-nitrophenyl)-1-((2-(trimethylsilyl)ethoxy)methyl)-1H-1,2,4-triazole [N+](=O)([O-])C1=C(C=CC=C1)C1=NC=NN1COCC[Si](C)(C)C